5-Chloro-2-(1,2,3,6-tetrahydropyridin-4-yl)pyridin-3-yl 3-deoxy-3-[4-(3,4,5-trifluorophenyl)-1H-1,2,3-triazol-1-yl]-2-O-methyl-1-thio-α-D-galactopyranoside FC=1C=C(C=C(C1F)F)C=1N=NN(C1)[C@@H]1[C@H]([C@@H](SC=2C(=NC=C(C2)Cl)C=2CCNCC2)O[C@@H]([C@@H]1O)CO)OC